N-((1s,4s)-4-((7-morpholino-1,6-naphthyridin-5-yl)oxy)cyclohexyl)pyridin-2-amine O1CCN(CC1)C1=NC(=C2C=CC=NC2=C1)OC1CCC(CC1)NC1=NC=CC=C1